2-ethylnaphthalene-1,4-dione C(C)C=1C(C2=CC=CC=C2C(C1)=O)=O